FC=1C=C(C=CC1F)C12C(OCCN1)CCCC2 4a-(3,4-difluorophenyl)octahydro-2H-benzo[b][1,4]oxazine